4'-(tert-butyl)-3-methyl-[1,1'-biphenyl]-4-carboxylic acid C(C)(C)(C)C1=CC=C(C=C1)C1=CC(=C(C=C1)C(=O)O)C